FC(C1=CC=C(C=C1)CC(=O)NC1=CC(=C(C=C1)N1N=C(N=C1)C(F)(F)F)S(N)(=O)=O)F 2-[4-(Difluoromethyl)phenyl]-N-{3-sulfamoyl-4-[3-(trifluoromethyl)-1H-1,2,4-triazol-1-yl]phenyl}acetamide